hydroxyethyloxy-tri(ethyloxy)octane OCCOC(C(OCC)(OCC)OCC)CCCCCC